O1COC2=C1C=CC(=C2)CNCCC2=C(C=C(C(=C2)OC)I)OC N-(1,3-benzodioxol-5-ylmethyl)-2-(4-iodo-2,5-dimethoxyphenyl)ethanamine